1-fluoro-4-isocyanato-benzene FC1=CC=C(C=C1)N=C=O